C1CN2C/C(=C/CO)/[C@@H]3C[C@H]2[C@@]14[C@@H]5C3=CCC(=O)N5C6=CC=CC=C46 The molecule is a monoterpenoid indole alkaloid with formula C21H22N2O2, originally isolated from the seeds of Strychnos nux-vomica. It has a role as a plant metabolite and an antineoplastic agent. It is a monoterpenoid indole alkaloid, an organic heterohexacyclic compound, a delta-lactam, a tertiary amino compound, an olefinic compound and a primary alcohol.